(3R,4S)-1-[3-chloro-6-(1-methylpyrazol-4-yl)pyrazolo[1,5-a]pyrazin-4-yl]-3-cyclopropyl-4-methyl-2-oxopyrrolidine-3-carbonitrile ClC=1C=NN2C1C(=NC(=C2)C=2C=NN(C2)C)N2C([C@]([C@@H](C2)C)(C#N)C2CC2)=O